N-((1-methylcyclopropyl)methyl)-5-(pyrido[2,3-b]pyrazin-7-yl)pyrrolo[2,1-f][1,2,4]triazin-2-amine CC1(CC1)CNC1=NN2C(C=N1)=C(C=C2)C2=CC=1C(=NC=CN1)N=C2